FC(S(=O)(=O)N(C)C)(F)F 1,1,1-trifluoro-N,N-dimethylmethanesulfonamide